2-(5-(((1s,2r,3r,5s,6s)-2,6-difluoro-1-methyl-8-azabicyclo[3.2.1]oct-3-yl)oxy)pyrazin-2-yl)-5-(1H-imidazol-1-yl)phenol F[C@@H]1[C@@]2(C[C@@H]([C@H](C[C@H]1OC=1N=CC(=NC1)C1=C(C=C(C=C1)N1C=NC=C1)O)N2)F)C